CC1=CC(=NN1)NC1=NC(=NC2=CC(=CC=C12)N1CCNCC1)\C=C\C1=CC=CC=C1 4-[(5-methyl-1H-pyrazol-3-yl)amino]-2-[(E)-2-phenylvinyl]-7-(piperazin-1-yl)quinazoline